2-(4-acetylphenyl)-7,7-dimethyl-10-(4-methylpiperazin-1-yl)-5,12b-dihydro-1H,7H-chromeno[4,3-c][1,2,4]triazolo[1,2-a]Pyridazine C(C)(=O)C1=CC=C(C=C1)N1CN2N(CC=C3C2C=2C=CC(=CC2OC3(C)C)N3CCN(CC3)C)C1